C(C1CO1)OCCC[Si](OC)(OC)OC glycidyloxypropyl-trimethyloxysilane